3-nitropyridin-2(1H)-one [N+](=O)([O-])C=1C(NC=CC1)=O